1-((3s,4r)-4-(4-fluorophenyl)-1-(2-methoxyethyl)pyrrolidin-3-yl)-3-(1-(4-fluorophenyl)-1',4-dimethyl-1h,1'h-[3,4'-bipyrazolyl]-5-yl)urea FC1=CC=C(C=C1)[C@H]1[C@@H](CN(C1)CCOC)NC(=O)NC1=C(C(=NN1C1=CC=C(C=C1)F)C=1C=NN(C1)C)C